C(C)(=O)O[C@H]1[C@@H]([C@H]([C@H](OC2=CC=C(C=C2)OC)O[C@@H]1COCC1=CC=CC=C1)NC(=O)OCC(Cl)(Cl)Cl)OCC1=CC=CC=C1 4-Methoxyphenyl 4-O-acetyl-3,6-di-O-benzyl-2-deoxy-2-{[(2,2,2-trichloroethoxy)carbonyl]amino}-β-D-glucopyranoside